(S)-2-methyl-N-(1-(2-methyl-7-(1-methyl-1H-pyrazol-3-yl)quinolin-5-yl)cyclopropyl)-5-((1-methylazetidin-2-yl)methoxy)benzamide CC1=C(C(=O)NC2(CC2)C2=C3C=CC(=NC3=CC(=C2)C2=NN(C=C2)C)C)C=C(C=C1)OC[C@H]1N(CC1)C